ClC=1C=C(CN2CC(CCC2)C2=CC=NC=3N2N=C(C3)C=3C(=NC=CC3)OC)C=CC1 7-(1-(3-Chlorobenzyl)piperidin-3-yl)-2-(2-methoxypyridin-3-yl)pyrazolo[1,5-a]pyrimidine